C(C)(C)C1=C(C(=CC=C1)C(C)C)N1CN(C=C1)C1=C(C=CC=C1C(C)C)C(C)C 1,3-Bis(2,6-di-isopropylphenyl)imidazol